FC(OC=1C=C(C=CC1)C(C)O)(F)F 1-(3-(trifluoromethoxy)phenyl)ethan-1-ol